2-[[2-[(cyclobutylmethylamino)methyl]-1H-indol-6-yl]methyl]-5-phenyl-2,7-naphthyridin-1-one C1(CCC1)CNCC=1NC2=CC(=CC=C2C1)CN1C(C2=CN=CC(=C2C=C1)C1=CC=CC=C1)=O